4-bromo-5-(cyclopropyloxy)-2-nitro-benzoic acid methyl ester COC(C1=C(C=C(C(=C1)OC1CC1)Br)[N+](=O)[O-])=O